(2,5-dimethylphenyl)-1-p-toluenesulfonyl-5,6-dihydropyridin-2(1H)-one CC1=C(C=C(C=C1)C)C=1C(N(CCC1)S(=O)(=O)C1=CC=C(C)C=C1)=O